CC(C(N1CCNCC1)=O)(C)NC(OC(C)(C)C)=O t-butyl (2-methyl-1-oxo-1-(piperazin-1-yl)propan-2-yl)carbamate